CC1(OB(OC1(C)C)C1=CC=CN2C(=CC=C12)C(=O)OCC)C ethyl 8-(4,4,5,5-tetramethyl-1,3,2-dioxaborolan-2-yl)indolizine-3-carboxylate